[4-(6-Amino-pyridazin-3-yl)-piperidin-1-yl]-[4-(6-cyclopropoxy-pyridin-3-yl)-3-methoxy-phenyl]-methanone NC1=CC=C(N=N1)C1CCN(CC1)C(=O)C1=CC(=C(C=C1)C=1C=NC(=CC1)OC1CC1)OC